2-methyl-but-3-eneene CC(=C)C=C